CP(=O)(C)C1=CC=C(C=N1)NC(=O)[C@@H]1CC12CCN(CC2)C(=O)OC(C(F)(F)F)C(F)(F)F |r| 1,1,1,3,3,3-Hexafluoropropan-2-yl (±)-1-((6-(dimethylphosphoryl)pyridin-3-yl)carbamoyl)-6-azaspiro[2.5]octan-6-carboxylat